C(C)C1=C(C(=CC(=C1)C)CC)C(C#N)C#N 2,6-diethyl-4-methylphenyl-malononitrile